COC=C1CC2(C1)CCN(CC2)C(=O)OC(C)(C)C tert-butyl 2-(methoxymethylidene)-7-azaspiro[3.5]nonane-7-carboxylate